N1(CCOCC1)C1=C(C=CC=C1)C(C1=C(C=CC=2C3=CC=CC=C3CC12)C1=C(C(=CC=2C3=CC(=C(C=C3CC12)C)C)C)C)(C1C=CC=C1)C1=C(C=CC=C1)N1CCOCC1 bis(4-N-morpholinylphenyl)(cyclopentadienyl)(2,3,6,7-tetramethylfluorenylfluorenyl)methane